Cl.CC1=C(N=CS1)CN 1-(5-methyl-1,3-thiazol-4-yl)methanamine hydrochloride